C[C@@](C(=O)N1CCC(CC1)C=1SC=CN1)([C@@H](C)OCC1CCCCC1)N Methyl-(2S,3R)-2-amino-3-(cyclohexylmethoxy)-1-(4-(thiazol-2-yl)piperidin-1-yl)butan-1-one